1-(4-(((1-((6-chloropyridin-3-yl)amino)isoquinolin-6-yl)oxy)methyl)piperidin-1-yl)ethan-1-one ClC1=CC=C(C=N1)NC1=NC=CC2=CC(=CC=C12)OCC1CCN(CC1)C(C)=O